C(C)(C)(C)NC(=O)C1=NC(=CN=C1)N1C=NC=C1 N-(tert-butyl)-6-(1H-imidazol-1-yl)pyrazine-2-carboxamide